Tert-butyl N-hydroxy-N-[(1S)-3-hydroxy-1-pyrazin-2-yl-propyl]carbamate ON(C(OC(C)(C)C)=O)[C@@H](CCO)C1=NC=CN=C1